tert-Butyl-3-acetyl-4-oxopentanoate C(C)(C)(C)OC(CC(C(C)=O)C(C)=O)=O